ClC1=C(C(=O)NS(=O)(=O)N2CCOCC2)C=CC(=C1)Cl 2,4-dichloro-N-(morpholinosulfonyl)benzamide